(2-(1H-1,2,4-triazol-1-yl)acetamido)-2'-chloro-4'-methyl-[1,1'-biphenyl]-3-carboxylic acid N1(N=CN=C1)CC(=O)NC1=C(C=CC=C1C(=O)O)C1=C(C=C(C=C1)C)Cl